N-(4-fluorobenzyl)benzamide FC1=CC=C(CNC(C2=CC=CC=C2)=O)C=C1